FC1(C(C2=C(C(=C=C=C12)OC=1C=C(C#N)C=C(C1)C(F)(F)F)I)O)F 3-(8,8-difluoro-7-hydroxy-5-iodobicyclo[4.2.0]oct-1,3,5-triene-2-enyloxy)-5-trifluoromethylbenzonitrile